CC=1OC=C(N1)CCOC=1C=C(C(=O)[O-])C=C(C1)NCC1OCC1 3-(2-(2-methyloxazol-4-yl)ethoxy)-5-((oxetan-2-ylmethyl)amino)benzoate